2-(3-chlorophenyl)-2,2-difluoro-1-phenylethyl ((2S)-4-methyl-1-oxo-1-(((S)-1-oxo-3-((S)-2-oxopyrrolidin-3-yl)propan-2-yl)amino)hexan-2-yl)carbamate CC(C[C@@H](C(N[C@H](C=O)C[C@H]1C(NCC1)=O)=O)NC(OC(C(F)(F)C1=CC(=CC=C1)Cl)C1=CC=CC=C1)=O)CC